ClC1=C(C=CC(=C1)NC(CCCCCCCCCCCCC)=O)C1=CC(OC2=CC(=CC=C12)O[C@@H](C(=O)O)C)=O (2R)-2-[4-[2-chloro-4-(tetradecanamido)phenyl]-2-oxo-chromen-7-yl]oxypropionic acid